(2-(((2R,3S,4R,5R)-5-(4-(cyclopentylamino)-6-(hydroxymethyl)-1H-pyrazolo[3,4-d]pyrimidin-1-yl)-3,4-dihydroxytetrahydrofuran-2-yl)methoxy)-1-methoxypropan-2-yl)phosphonic acid C1(CCCC1)NC1=C2C(=NC(=N1)CO)N(N=C2)[C@H]2[C@@H]([C@@H]([C@H](O2)COC(COC)(C)P(O)(O)=O)O)O